OC1=CC=C(C=C1)C(C1CCCCC1)C1=CC=C(C=C1)O bis(4-hydroxyphenyl)-3-cyclohexylmethane